methyl 3-[[7-chloro-1-(cyclopropylmethyl)pyrrolo[2,3-c]pyridine-2-carbonyl]amino]-5-fluoro-4-(methylamino)benzoate ClC=1N=CC=C2C1N(C(=C2)C(=O)NC=2C=C(C(=O)OC)C=C(C2NC)F)CC2CC2